(1s,2s)-N-(6-(2-((dimethylamino)methyl)-3-fluorophenyl)imidazo[1,2-a]pyridin-2-yl)-2-fluorocyclopropanecarboxamide CN(C)CC1=C(C=CC=C1F)C=1C=CC=2N(C1)C=C(N2)NC(=O)[C@H]2[C@H](C2)F